(2R,3S,4R,5R)-2-(2-(5-amino-2,3-dihydroimidazo[1,2-c]quinazolin-8-yl)ethyl)-5-(4-amino-7H-pyrrolo[2,3-d]pyrimidin-7-yl)tetrahydrofuran-3,4-diol NC1=NC=2C=C(C=CC2C=2N1CCN2)CC[C@H]2O[C@H]([C@@H]([C@@H]2O)O)N2C=CC1=C2N=CN=C1N